FC(C(C=C(C(=O)O)C)(F)F)(C(C1=CC=CC=C1)(F)F)F.C(C1=CC=CC=C1)NC1=NC=NC(=C1\N=C\C1=C(C=C(OCCN(CC(=O)O)C)C=C1)Cl)OC1(CC1)C (E)-N-(2-(4-(((4-(benzylamino)-6-(1-methylcyclopropoxy)pyrimidin-5-yl)imino)methyl)-3-chlorophenoxy)ethyl)-N-methylglycine hexafluorophenylpropyl-methacrylate